3-(6-(2-(2-fluoro-5-(trifluoromethoxy)benzyl)-2H-tetrazol-5-yl)pyridin-2-yl)-1-hydroxy-butane-2-sulfonamide FC1=C(CN2N=C(N=N2)C2=CC=CC(=N2)C(C(CO)S(=O)(=O)N)C)C=C(C=C1)OC(F)(F)F